1-(2-chloro-5-((1-methyl-1H-pyrazol-4-yl)ethynyl)pyridin-4-yl)-N,N-dimethylethan-1-amine ClC1=NC=C(C(=C1)C(C)N(C)C)C#CC=1C=NN(C1)C